C[C@H]1N(CCN(C1)C)C(C(=O)OC)COC methyl 2-((R)-2,4-dimethylpiperazin-1-yl)-3-methoxypropanoate